C(C)(C)(C)C1N(CC[C@@H]([C@H]1C)NC1=NC=C(C(=N1)Cl)C(F)(F)F)C(=O)OC[C@@H]1[C@H]([C@H]([C@@H](O1)C1CNC(=O)NC1=O)O)O Dihydropseudouridine tert-butyl-(3R,4S)-4-[[4-chloro-5-(trifluoromethyl)-pyrimidin-2-yl]amino]-3-methylpiperidine-1-carboxylate